N[C@@H](C(=O)OC)CC=1C=NC(=CC1)C=O METHYL (2R)-2-AMINO-3-(6-FORMYL(3-PYRIDYL))PROPANOATE